C(C1=CC=CC=C1)NC(N(C1=CC=C(C=C1)C=1C=NN(C1)C)[C@@H]1CC[C@H](CC1)NC1=NC=CC(=N1)N1N=CC(=C1)OC)=O 3-benzyl-1-(trans-4-((4-(4-methoxy-1H-pyrazol-1-yl)pyrimidin-2-yl)amino)cyclohexyl)-1-(4-(1-methyl-1H-pyrazol-4-yl)phenyl)urea